8-methoxy-2-(1-methyl-2-oxabicyclo[2.1.1]hex-4-yl)imidazo[1,2-a]pyrazine-6-carboxylic acid COC=1C=2N(C=C(N1)C(=O)O)C=C(N2)C21COC(C2)(C1)C